trans-4-((((trans)-4-(5-Chloro-6-methoxypyridin-3-yl)cyclohexyl)methyl)(4-(2-cyclopropyloxazol-4-yl)pyridin-2-yl)carbamoyl)cyclohexyl 3-(dimethylamino)azetidine-1-carboxylate CN(C1CN(C1)C(=O)O[C@@H]1CC[C@H](CC1)C(N(C1=NC=CC(=C1)C=1N=C(OC1)C1CC1)C[C@@H]1CC[C@H](CC1)C=1C=NC(=C(C1)Cl)OC)=O)C